(6S,7S)-6-(4-((1-pentylazetidin-3-yl)oxy)phenyl)-7-isobutyl-8-methyl-6,7,8,9-tetrahydro-3H-pyrazolo[3,4-h]Isochinolin C(CCCC)N1CC(C1)OC1=CC=C(C=C1)[C@@H]1[C@@H](N(CC=2C3=C(C=CC12)NN=C3)C)CC(C)C